C1(CCCCC1)OC(CCC(CCC(=O)OC1CCCCC1)=O)=O 4-oxoheptanedioic acid dicyclohexyl ester